CC(C(=O)O)NC(=N)N methyl-guanidinoacetic acid